C1(CCCCC1)OC([C@H](C)NP(=O)(OC1=CC=CC=C1)OCC1(OCC(C1CCC(=O)[O-])CCC(=O)[O-])CF)=O 2-((((((S)-1-(cyclohexyloxy)-1-oxoprop-2-yl) amino) (phenoxy) phosphoryl) oxy) methyl)-2-(fluoromethyl)Tetrahydrofuran-3,4-dipropionate